C1(=CC=CC=C1)C1(CNCC1)N1N=CC(=C1)C1=CC=C(C=C1)OC(F)(F)F 1-(3-phenylpyrrolidin-3-yl)-4-(4-(trifluoromethoxy)phenyl)-1H-pyrazole